COC(=O)N1CC(CC1)COC=1C=C(C=C2C(=NC=NC12)NCC=1N=NC(=CC1)C)C1=CC=C(C=C1)F.CC=1C(=NC=CC1)CC 3-methyl-2-ethyl-pyridine Methyl-3-[[6-(4-fluorophenyl)-4-[(6-methylpyridazin-3-yl)methylamino]quinazolin-8-yl]oxymethyl]pyrrolidine-1-carboxylate